((3-Methylbenzylidene)amino)-2-morpholino-N-(pyridin-4-yl)-9H-purin-6-amine CC=1C=C(C=NN2C3=NC(=NC(=C3N=C2)NC2=CC=NC=C2)N2CCOCC2)C=CC1